Ethyl 3-fluoro-5-[({1-[2-fluoro-4-(trifluoromethoxy) phenyl]cyclopropyl}carbonyl) amino]-2-(1-isopropyl-1H-pyrazol-4-yl)benzoate FC=1C(=C(C(=O)OCC)C=C(C1)NC(=O)C1(CC1)C1=C(C=C(C=C1)OC(F)(F)F)F)C=1C=NN(C1)C(C)C